6-methyl-N-[3-(tricyclo[3.3.1.13,7]decyloxy)propyl]-4H-1,2,4-benzothiadiazine-3-propionamide CC=1C=CC2=C(NC(=NS2)CCC(=O)NCCCOC23CC4CC(CC(C2)C4)C3)C1